N,N,N,2,2,6,6-heptamethyl-4-piperidinaminium chloride [Cl-].C[N+](C1CC(NC(C1)(C)C)(C)C)(C)C